COC1=NC2=CC=CC=C2C=C1C1=NN=C(O1)[C@H](CCCCCC(CC)=O)NC(=O)C1CCC2(OC(C3=NC=CC=C32)=O)CC1 (1S,4r)-N-((S)-1-(5-(2-methoxyquinolin-3-yl)-1,3,4-oxadiazol-2-yl)-7-oxononyl)-7'-oxo-7'H-spiro[cyclohexane-1,5'-furo[3,4-b]pyridine]-4-carboxamide